C(C=C)C1=C2C(=C(C(=C1)O)C=1C(=CC(=CC1)CC=C)O)C1C(COCC3C2O3)O1 5,5'-diallyl-2,2'-biphenoldiglycidyl ether